8'-chloro-1'-[1-(pyridin-2-ylmethyl)pyrrolidin-3-yl]-4'H,6'H-spiro[1,3-dioxolane-2,5'-[1,2,4]triazolo[4,3-a][1]benzazepine] ClC=1C=CC2=C(CC3(CC=4N2C(=NN4)C4CN(CC4)CC4=NC=CC=C4)OCCO3)C1